CC(C(=O)C=1SC=C(C1)C)(C)N1CCOCC1 2-methyl-2-morpholinyl-(4-methylthiophenyl)propan-1-one